(7R,14R)-1-(difluoromethoxy)-11-((1-(2-hydroxy-2-methylpropanoyl)piperidin-4-yl)ethynyl)-6-(methyl-d3)-6,7-dihydro-7,14-methanobenzo[f]benzo[4,5]imidazo[1,2-a][1,4]diazocin-5(14H)-one FC(OC1=CC=CC=2C(N([C@H]3C=4N([C@@H](C21)C3)C3=C(N4)C=CC(=C3)C#CC3CCN(CC3)C(C(C)(C)O)=O)C([2H])([2H])[2H])=O)F